N-(1-((5-chloro-6-((1r,5s)-2-oxo-3-azabicyclo[3.1.0]hex-3-yl)pyridin-3-yl)methyl)-1H-pyrazol-4-yl)-6-(3-chloro-6-(difluoromethyl)-2-fluorophenyl)pyrazine-2-carboxamide ClC=1C=C(C=NC1N1C([C@@H]2C[C@@H]2C1)=O)CN1N=CC(=C1)NC(=O)C1=NC(=CN=C1)C1=C(C(=CC=C1C(F)F)Cl)F